(R)-(2-(cyclopropanecarboxamido)-2-(4-methyl-1-oxo-1,3-dihydroisobenzofuran-5-yl)ethyl)carbamic acid tert-butyl ester C(C)(C)(C)OC(NC[C@@H](C=1C(=C2COC(C2=CC1)=O)C)NC(=O)C1CC1)=O